FC=1C=C2C(=NC=NC2=CC1)N1CC=2C=C(C=NC2CC1)OC1=C(C=CC=C1)F 6-fluoro-4-[3-(2-fluorophenoxy)-7,8-dihydro-5H-1,6-naphthyridin-6-yl]quinazoline